NCC1=NNC(C2=CC=C(C=C12)C=1C=NN(C1C1=C(C#N)C(=CC(=C1F)Cl)N1N=CC=C1)C)=O 2-(4-(4-(Aminomethyl)-1-oxo-1,2-dihydro-phthalazin-6-yl)-1-methyl-1H-pyrazol-5-yl)-4-chloro-3-fluoro-6-(1H-pyrazol-1-yl)benzonitrile